7-(diethylamino)-3-(1,3-dithiolane-2-yl)coumarin C(C)N(C1=CC=C2C=C(C(OC2=C1)=O)C1SCCS1)CC